1-(Azetidin-1-yl)-2-[6-(4-chloro-3-methylphenyl)pyrazolo[4,3-b]pyridin-1-yl]ethanone N1(CCC1)C(CN1N=CC2=NC=C(C=C21)C2=CC(=C(C=C2)Cl)C)=O